FC1=C(C(=O)N[C@H](C(=O)O)CC=2C=NC(=CC2)N2C(N(C3=C(C2=O)C=CN=C3)C)=O)C(=CC(=C1)N1[C@H](COCC1)C(F)(F)F)F (S)-2-(2,6-difluoro-4-((R)-3-(trifluoromethyl)morpholino)benzamido)-3-(6-(1-methyl-2,4-dioxo-1,4-dihydropyrido[3,4-d]pyrimidin-3(2H)-yl)pyridin-3-yl)propanoic acid